5-fluoro-2,3-dihydrobenzofuran FC=1C=CC2=C(CCO2)C1